4-[4-(4-methoxyphenyl)-1,2-oxazol-5-yl]benzene-1,3-diol COC1=CC=C(C=C1)C=1C=NOC1C1=C(C=C(C=C1)O)O